ClC1=C2C(=CC=NC2=C(C(=C1)[N+](=O)[O-])O)OC1CCCC1 5-chloro-4-(cyclopentyloxy)-7-nitroquinolin-8-ol